1-(2,4-dichlorophenyl)-2-((1,4-dimethyl-3-(trifluoromethyl)-1H-pyrazol-5-yl)oxy)ethan-1-one-O-methyloxime CON=C(COC1=C(C(=NN1C)C(F)(F)F)C)C1=C(C=C(C=C1)Cl)Cl